6-fluoro-N-isopropyl-N-(pyridin-4-ylmethyl)-1H-indole-2-carboxamide FC1=CC=C2C=C(NC2=C1)C(=O)N(CC1=CC=NC=C1)C(C)C